5-(N-(2-(4-(tert-Butoxycarbonyl)piperazin-1-yl)-6-fluorobenzyl)-N-phenethylsulfamoyl)-3-methylbenzofuran-2-carboxylic acid C(C)(C)(C)OC(=O)N1CCN(CC1)C1=C(CN(S(=O)(=O)C=2C=CC3=C(C(=C(O3)C(=O)O)C)C2)CCC2=CC=CC=C2)C(=CC=C1)F